N-(2-hydroxyethyl)-N-(2-ethylhexyl)-β-alanine monosodium salt [Na+].OCCN(CCC(=O)[O-])CC(CCCC)CC